5-benzyl-N-(4-(5-((4-hydroxy-4-methylpentyl)oxy)-2-methylphenyl)pyridin-2-yl)-4H-1,2,4-triazole-3-carboxamide C(C1=CC=CC=C1)C=1NC(=NN1)C(=O)NC1=NC=CC(=C1)C1=C(C=CC(=C1)OCCCC(C)(C)O)C